O1C(=NC2=C1C=CC=C2)CC(=O)NC2=NC=CC(=C2)C2=C(C1=NC=CC=C1N2)C2=NC=CC=C2 2-(1,3-benzoxazol-2-yl)-N-[4-[3-(2-pyridyl)-1H-pyrrolo[3,2-b]pyridin-2-yl]-2-pyridyl]acetamide